5-((2-chloro-5-isopropylpyridin-4-yl)thio)pyrimidine-2,4-diamine ClC1=NC=C(C(=C1)SC=1C(=NC(=NC1)N)N)C(C)C